diphenyl-bismuth 2-(trifluoromethyl)benzenesulfonate FC(C1=C(C=CC=C1)S(=O)(=O)[O-])(F)F.C1(=CC=CC=C1)[Bi+]C1=CC=CC=C1